ClC=1C=C2C(=CC1)NC(C21CCN(CC1)CCOC1=CC=C(C=C1)C1(CCOCC1)S(=O)(=O)C)=O 5-chloro-1'-{2-[4-(4-methanesulfonyl-oxan-4-yl)phenoxy]ethyl}-1,2-dihydrospiro[indole-3,4'-piperidin]-2-one